methyl (S)-3-(3-(2,5-difluoro-4-methyl-3-nitrophenyl)-1,2,4-oxadiazol-5-yl)pyrrolidine-1-carboxylate FC1=C(C=C(C(=C1[N+](=O)[O-])C)F)C1=NOC(=N1)[C@@H]1CN(CC1)C(=O)OC